ClC1=C(C=CC=C1Cl)SC1=CN=C(C(N1)=O)NC1CCNCC1 6-((2,3-Dichlorophenyl)-thio)-3-(piperidin-4-ylamino)pyrazin-2(1H)-on